2-(((1-(chloromethyl)naphthalen-2-yl)oxy)methyl)-5-(trifluoromethyl)benzonitrile ClCC1=C(C=CC2=CC=CC=C12)OCC1=C(C#N)C=C(C=C1)C(F)(F)F